2-amino-9,9-dimethyl-3-bromo-9H-xanthene NC1=CC=2C(C3=CC=CC=C3OC2C=C1Br)(C)C